BrC1=C2C=C(C(=C1)O2)Br (2,5-dibromo-1,4-phenylene) ether